cis-N1-(5-(3-(2-fluoroethyl)-2-methyl-3H-imidazo[4,5-b]pyridin-5-yl)pyrrolo[2,1-f][1,2,4]triazin-2-yl)-N4,N4-dimethylcyclohexane-1,4-diamine FCCN1C(=NC=2C1=NC(=CC2)C=2C=CN1N=C(N=CC12)N[C@@H]1CC[C@@H](CC1)N(C)C)C